[Cu-]=S copper (i) sulphide